C(C=C)(=O)OCCCCCCCCCCC[N+]1=CNC=C1 3-(11-(acryloyloxy)undecyl)imidazolium